C(C)(C)(C)[S@@](=O)N([C@H](C(F)(F)F)C1=CC=C(C=C1)C1(CC(C2=C1C=NC=1N2N=C(C1)F)(C)C)C(=O)OC)C methyl 6-(4-((S)-1-(((R)-tert-butylsulfinyl)(methyl)amino)-2,2,2-trifluoroethyl)phenyl)-2-fluoro-8,8-dimethyl-7,8-dihydro-6H-cyclopenta[e]pyrazolo[1,5-a]pyrimidine-6-carboxylate